tri(hexacosyl) phosphate P(=O)(OCCCCCCCCCCCCCCCCCCCCCCCCCC)(OCCCCCCCCCCCCCCCCCCCCCCCCCC)OCCCCCCCCCCCCCCCCCCCCCCCCCC